CC1=NC(=CC(=N1)NC1=NN2C(C=C(C=C2)C=2N(N=CC2O[C@@H]2[C@H](NCC2)C)C)=C1)C N-(2,6-dimethylpyrimidin-4-yl)-5-[2-methyl-4-[(2R,3S)-2-methylpyrrolidin-3-yl]oxy-pyrazol-3-yl]pyrazolo[1,5-a]pyridin-2-amine